4-carboxy-1,6-heptadiyne C(=O)(O)C(CC#C)CC#C